ClC=1C=C(SC1)C=1N=C(SC1CN1[C@@H](CCC1)CC)NC(=O)C=1N=CC(=NC1)N1C[C@H](N(CC1)CCC(=O)O)C 3-[(2R)-4-(5-{[4-(4-chlorothien-2-yl)-5-{[(2R)-2-ethylpyrrolidin-1-yl]methyl}-1,3-thiazol-2-yl]carbamoyl}pyrazin-2-yl)-2-methylpiperazin-1-yl]propanoic acid